2-(4'-chlorophenyl)furan ClC1=CC=C(C=C1)C=1OC=CC1